4-[(4-ACETYLPHENYL)SULFANYL]BENZOIC ACID C(C)(=O)C1=CC=C(C=C1)SC1=CC=C(C(=O)O)C=C1